C1(CC1)CN1[C@H]2[C@@]3(CCC([C@H]4[C@@]3(C=3C(=C(C=CC3C2)O)O4)CC1)=O)O 17-(cyclopropylmethyl)-4,5a-epoxy-3,14-dihydroxymorphinan-6-one